1-(6,7-dihydro-5H-benzo[6,7]cyclohepta[1,2-c]pyridazin-3-yl)-N3-(3-fluoro-4-(4-aminopiperidin-1-yl)phenyl)-1H-1,2,4-triazole-3,5-diamine N1=NC(=CC2=C1C1=C(CCC2)C=CC=C1)N1N=C(N=C1N)NC1=CC(=C(C=C1)N1CCC(CC1)N)F